1-(4-vinylbenzyl)imidazol C(=C)C1=CC=C(CN2C=NC=C2)C=C1